C(C)(C)(C)OC(=O)N1C[C@H](N(CC1)C1CCC(CC1)N1N=C2C=C(C=CC2=C1)C(=O)OC)COC methyl 2-((1S,4r)-4-((S)-4-(tert-Butoxycarbonyl)-2-(methoxymethyl) piperazin-1-yl) cyclohexyl)-2H-indazole-6-carboxylate